ClC1=C(C2=C(OCCO2)C=C1)N1C(CNCC1)Cl 6-chloro-5-(2-chloropiperazin-1-yl)-2,3-dihydro-1,4-benzodioxine